FC1=C(OC2=C(C=C(C=C2)NS(=O)(=O)CC)C2=CN(C(C3=CC=NC=C23)=O)C)C=CC(=C1)F N-[4-(2,4-difluorophenoxy)-3-(2-methyl-1-oxo-2,6-naphthyridin-4-yl)phenyl]ethanesulfonamide